C1(CC1)C1=C(C=C(C=N1)C1=CC(=C2C(=N1)N=C(N2)NC(=O)C2=CC=C(C=N2)CCCCC(=O)O)N(C)CC2(CCCC2)COC)C(F)(F)F 5-[6-({5-[6-Cyclopropyl-5-(trifluoromethyl)pyridin-3-yl]-7-({[1-(methoxymethyl)cyclopentyl]methyl}(methyl)amino)-1H-imidazo[4,5-b]pyridin-2-yl}carbamoyl)pyridin-3-yl]pentanoic acid